3-(4,5-dimethylthiazol-2-yl)-phenyltetrazolium ammonium bromide [Br-].[NH4+].CC=1N=C(SC1C)C=1C=C(C=CC1)[N+]=1NN=NC1.[Br-]